4-tert-butyl-2,6-dimethylacetylbenzene C(C)(C)(C)C1=CC=C(C(=C1)C)C(CC)=O